racemic-(3R,5R)-tert-butyl 3-acetamido-3-(tert-butylcarbamoyl)-5-(2-(4,4,5,5-tetramethyl-1,3,2-dioxaborolan-2-yl)ethyl)piperidine-1-carboxylate C(C)(=O)N[C@]1(CN(C[C@@H](C1)CCB1OC(C(O1)(C)C)(C)C)C(=O)OC(C)(C)C)C(NC(C)(C)C)=O |r|